1-(4-chlorophenyl)-3-pyrazolone ClC1=CC=C(C=C1)N1NC(=O)C=C1